4-[7-(4-chloro-phenyl)-3-hydroxy-quinolin-2-yl]-4-oxo-butyric acid ethyl ester C(C)OC(CCC(=O)C1=NC2=CC(=CC=C2C=C1O)C1=CC=C(C=C1)Cl)=O